2-[2,2,3,3,5,5,6,6-Octadeuterio-4-[(2S,3S)-1-[2-[3-cyclopropyl-5-(trifluoromethyl)pyrazol-1-yl]acetyl]-2-[2-methyl-3-(trideuteriomethoxy)phenyl]pyrrolidin-3-yl]piperazin-1-yl]acetamide [2H]C1(N(C(C(N(C1([2H])[2H])[C@@H]1[C@@H](N(CC1)C(CN1N=C(C=C1C(F)(F)F)C1CC1)=O)C1=C(C(=CC=C1)OC([2H])([2H])[2H])C)([2H])[2H])([2H])[2H])CC(=O)N)[2H]